strontium eicosanate C(CCCCCCCCCCCCCCCCCCC)(=O)[O-].[Sr+2].C(CCCCCCCCCCCCCCCCCCC)(=O)[O-]